3-(3,3-difluorocyclobutyl)-N-methyl-1-(3-(1-methyl-1H-pyrazol-3-yl)isoquinolin-8-yl)-5,6-dihydroimidazo[1,5-a]pyrazine-7(8H)-carboxamide FC1(CC(C1)C1=NC(=C2N1CCN(C2)C(=O)NC)C=2C=CC=C1C=C(N=CC21)C2=NN(C=C2)C)F